(1-methylcyclopropyl)-2-(3-pyridyl)-2H-indazole-4-carboxamide CC1(CC1)C=1N(N=C2C=CC=C(C12)C(=O)N)C=1C=NC=CC1